4-iodothymol CC1=CC(=C(C=C1I)C(C)C)O